FC12CC(C1)(C2)N 3-Fluorobicyclo[1.1.1]Pentane-1-amine